CN(C)CC1=CN(C2=CC(=C(C=C12)F)OCCCC1=C(N=CS1)C(=O)O)C 5-[3-({3-[(dimethylamino)methyl]-5-fluoro-1-methyl-1H-indol-6-yl}oxy)propyl]-1,3-thiazole-4-carboxylic acid